C12(CC3(CC(CC(C1)C3)(C2)CCC(=O)O)CCC(=O)O)CCC(=O)O 1,3,5-adamantanetripropionic acid